9-propenyltetracyclo[6.2.1.13,6.02,7]dodeca-4-ene C(=CC)C1C2C3C4C=CC(C3C(C1)C2)C4